tert-butyl (5-(4-((4-(1-propyl-1H-pyrazol-4-yl)-7-tosyl-7H-pyrrolo[2,3-d]pyrimidin-2-yl)amino)benzamido)pentyl)carbamate C(CC)N1N=CC(=C1)C=1C2=C(N=C(N1)NC1=CC=C(C(=O)NCCCCCNC(OC(C)(C)C)=O)C=C1)N(C=C2)S(=O)(=O)C2=CC=C(C)C=C2